(2R,3R,11bR)-3-(tert-butoxy)-9-butoxy-10-methoxy-1,3,4,6,7,11b-hexahydro-2H-pyrido[2,1-a]isoquinolin-2-ol C(C)(C)(C)O[C@H]1[C@@H](C[C@H]2N(CCC3=CC(=C(C=C23)OC)OCCCC)C1)O